COCCC12CN(CC(CC1)N2C(=O)OC(C)(C)C)C(C2=CC=CC=C2)(C2=CC=CC=C2)C2=CC=CC=C2 tert-butyl 1-(2-methoxyethyl)-3-triphenylmethyl-3,8-diazabicyclo[3.2.1]octan-8-carboxylate